C(C)OC(C(\C=C/C1=CC=C(C=C1)C1=CC=CC=C1)(F)F)=O Z-ethyl-4-(4-phenylphenyl)-2,2-difluorobut-3-enoate